C1(=CC=CC=C1)[C@H](C)OC=1C(=NC=C(C1)B1OC(C(O1)(C)C)(C)C)N 3-[(1S)-1-phenylethoxy]-5-(4,4,5,5-tetramethyl-1,3,2-dioxaborolan-2-yl)pyridin-2-amine